4-(benzyloxy)-7-(8-chloronaphthalen-1-yl)-2-(((2R,7aS)-2-fluorohexahydro-1H-pyrrolizin-7a-yl)methoxy)-5,6,7,8-tetrahydropyrido[3,4-d]pyrimidine C(C1=CC=CC=C1)OC=1C2=C(N=C(N1)OC[C@]13CCCN3C[C@@H](C1)F)CN(CC2)C2=CC=CC1=CC=CC(=C21)Cl